N1N=CC2=C(C=CC=C12)N1CC2=C(CCC1)C(=NC(=N2)OC[C@H]2N(CCC2)C)N2C[C@@H](N(CC2)C(C=C)=O)CC#N 2-[(2S)-4-[8-(1H-indazol-4-yl)-2-[[(2S)-1-methylpyrrolidin-2-yl]methoxy]-5,6,7,9-tetrahydropyrimido[4,5-c]azepin-4-yl]-1-prop-2-enoyl-piperazin-2-yl]acetonitrile